(2S,3R)-3-(((R)-ethylsulfinyl)methyl)-2-methylazepine C(C)[S@@](=O)CC1=C(NC=CC=C1)C